BrC=1C=C2C(=C(C=NC2=CC1)S(=O)(=O)N1CCNCC1)NC1=C(C(=O)O)C(=CC=C1)O 2-[(6-bromo-3-piperazin-1-ylsulfonyl-4-quinolinyl)amino]-6-hydroxy-benzoic acid